Natrium (S)-3-(3-(1,6-Dimethyl-4-oxido-2-oxo-1,2-dihydropyridin-3-yl)ureido)-3-(2'-methylbiphenyl-3-yl)propanoat CN1C(C(=C(C=C1C)[O-])NC(N[C@@H](CC(=O)[O-])C=1C=C(C=CC1)C1=C(C=CC=C1)C)=O)=O.[Na+].[Na+]